1-(1-tosyl-1,2,5,6-tetrahydropyridin-3-yl)ethan-1-one S(=O)(=O)(C1=CC=C(C)C=C1)N1CC(=CCC1)C(C)=O